C[C@H]1CC[C@@H](N(C1)C(C(=O)NC=1C=C(C=NC1)C(=O)N)=O)C1=CC=C(C=C1)C1=NNC=C1 |o1:1,4| rel-5-[[2-[(2R,5S)-5-methyl-2-[4-(1H-pyrazol-3-yl)phenyl]-1-piperidyl]-2-oxo-acetyl]amino]pyridine-3-carboxamide